4-(tert-butyl)-3-fluorophenol C(C)(C)(C)C1=C(C=C(C=C1)O)F